N1(CCCC1)C1=CN=CC(=N1)N1CCC2(CCN(C2)C=2C=NC(=CC2)C(F)(F)F)CC1 8-[6-(pyrrolidin-1-yl)pyrazin-2-yl]-2-[6-(trifluoromethyl)pyridin-3-yl]-2,8-diazaspiro[4.5]decane